2-[(2,2-Dimethylpropyl){[4-(4-methoxyphenyl)phenyl]methyl}amino]pyrimidine-4-carbonitrile CC(CN(C1=NC=CC(=N1)C#N)CC1=CC=C(C=C1)C1=CC=C(C=C1)OC)(C)C